O1CCN(CC1)C1=C2C(=NC(=C1)N1N=C(C=C1)C1=CC=CC=C1)C=C(O2)C=O 7-morpholino-5-(3-phenyl-1H-pyrazol-1-yl)furo[3,2-b]pyridine-2-carbaldehyde